FC(C(=O)O)(F)F.ClC1=NC(=C(C(=N1)Cl)OC[C@@H](CC)N)Cl (R)-1-((2,4,6-trichloropyrimidin-5-yl)oxy)butan-2-amine trifluoroacetic acid salt